tributyl-(2-methylsulfonylpyrimidin-4-yl)tin C(CCC)[Sn](C1=NC(=NC=C1)S(=O)(=O)C)(CCCC)CCCC